C1(CC1)C1=NN(C=C1C1=NC=CC(=C1)N1CCNCC1)[C@@H]1C[C@H](C1)CNC=1C=C2C(N(C(C2=CC1)=O)C1C(NC(CC1)=O)=O)=O 5-(((trans-3-(3-cyclopropyl-4-(4-(piperazin-1-yl)pyridin-2-yl)-1H-pyrazol-1-yl)cyclobutyl)methyl)amino)-2-(2,6-dioxopiperidin-3-yl)isoindoline-1,3-dione